C1(CC1)C1=NC2=CC(=C(C=C2C(=N1)N1CCC(CC1)C1=C(C=C(C=C1)F)OC)N(CCO)C)F 2-({2-cyclopropyl-7-fluoro-4-[4-(4-fluoro-2-methoxy-phenyl)-piperidin-1-yl]-quinazolin-6-yl}-methyl-amino)-ethanol